NC1=C2C(=NC=N1)N(N=C2C2=CC=C(C=C2)O)CC2=NC1=CC=CC(=C1C(N2CC2=CC(=C(C=C2)Cl)Cl)=O)C#C 2-((4-Amino-3-(4-hydroxyphenyl)-1H-pyrazolo[3,4-d]pyrimidin-1-yl)methyl)-3-(3,4-dichlorobenzyl)-5-ethynylquinazolin-4(3H)-one